disodium orthophosphate P(=O)([O-])([O-])O.[Na+].[Na+]